ClC1=C(C=CC=C1)N1N=C2C(=C1C1=CC=C(C=C1)Cl)OCCCC2NC(=O)C2CCN(CC2)C(CS(=O)(=O)C)=O N-[2-(2-chlorophenyl)-3-(4-chlorophenyl)-5,6,7,8-tetrahydrooxepino[3,2-c]pyrazol-8-yl]-1-(2-methylsulfonylacetyl)piperidine-4-carboxamide